tert-butyl (1S,6R,7S)-7-cyano-7-(4-methylthiazol-2-yl)-3-azabicyclo[4.1.0]heptane-3-carboxylate C(#N)[C@@]1([C@@H]2CCN(C[C@H]12)C(=O)OC(C)(C)C)C=1SC=C(N1)C